1'-(8-((2-amino-3-chloropyridin-4-yl)thio)-7-(fluoromethyl)imidazo[1,2-c]Pyrimidin-5-yl)-1,3-dihydrospiro[indene-2,4'-piperidine]-1-amine NC1=NC=CC(=C1Cl)SC=1C=2N(C(=NC1CF)N1CCC3(CC1)C(C1=CC=CC=C1C3)N)C=CN2